ClC1=CC(=C(C=C1)N1N=C(C=C1)OCCC(C(C)=NOC)(C)[N-]C)F 5-{[1-(4-chloro-2-fluorophenyl)-1H-pyrazol-3-yl]oxy}-2-(methoxyimino)-N,3-dimethylpentan-3-ylamide